Bis[2,6-difluoro-3-(1-propyl)phenyl]titanium (IV) FC1=C(C(=CC=C1CCC)F)[Ti+2]C1=C(C(=CC=C1F)CCC)F